C(#N)C1(CCOCC1)C=1C=CC=2N(C1)N=CC2C2=CC(=C(C(=O)N[C@H]1[C@H](C1)F)C(=C2)OC)OC(F)F 4-[6-(4-Cyanotetrahydropyran-4-yl)pyrazolo[1,5-a]pyridin-3-yl]-2-(difluoromethoxy)-N-[(1R,2S)-2-fluorocyclopropyl]-6-methoxy-benzamide